FC[C@H](CN(CC[C@@H](C(=O)O)NC(=O)C1(CC1)N1N=C(C=C1)C(F)(F)F)CCCCC1=NC=2NCCCC2C=C1)OC (S)-4-(((S)-3-fluoro-2-methoxypropyl)(4-(5,6,7,8-tetrahydro-1,8-naphthyridin-2-yl)butyl)amino)-2-(1-(3-(trifluoromethyl)-1H-pyrazol-1-yl)cyclopropane-1-carboxamido)butanoic acid